FC1=C(C(=O)N[C@@H](C(=O)N2CCC3(CC2)C(CN(CC3)C)C3=CC=CC=C3)C(C)C)C=C(C=C1)C(F)(F)F 2-fluoro-N-((2R)-3-methyl-1-(9-methyl-7-phenyl-3,9-diazaspiro[5.5]undecan-3-yl)-1-oxobutan-2-yl)-5-(trifluoromethyl)benzamide